FC(C1=NC(=NO1)C1=CC=C(C=C1)CN1N=CN=C1C(F)(F)F)(F)F 5-(trifluoromethyl)-3-[4-[[5-(trifluoromethyl)-1,2,4-triazol-1-yl]methyl]phenyl]-1,2,4-oxadiazole